N,N-dimethyl-3-(4-(1-(tetrahydro-2H-pyran-4-yl)pyrrolo[1,2-a]quinoxalin-8-yl)phenoxy)propan-1-amine CN(CCCOC1=CC=C(C=C1)C1=CC=C2N=CC=3N(C2=C1)C(=CC3)C3CCOCC3)C